5-bromo-N-(4-methoxybenzyl)-N-methyl-6-((4-(pentafluoro-λ6-sulfanyl)phenyl)amino)pyridine-3-sulfonamide BrC=1C=C(C=NC1NC1=CC=C(C=C1)S(F)(F)(F)(F)F)S(=O)(=O)N(C)CC1=CC=C(C=C1)OC